COC1=C(C(=O)C2=C(C(=O)OC)C=CC=C2C)C=CC(=C1)C methyl 2-(2-methoxy-4-methylbenzoyl)-3-methylbenzoate